NC1=C(C(=NC(=N1)S)O)/N=C/C1=CC(=C(C(=C1)F)O)F (E)-6-amino-5-((3,5-difluoro-4-hydroxybenzylidene)amino)-2-mercaptopyrimidin-4-ol